N-(2-(7,7-difluoro-2-((2S,3R)-3-hydroxy-2-methylazetidin-1-yl)-6,7-dihydro-5H-cyclopenta[d]pyrimidin-4-yl)-6,7,8,9-tetrahydro-5H-benzo[7]annulen-5-yl)methanesulfonamide FC1(CCC2=C1N=C(N=C2C=2C=CC1=C(CCCCC1NS(=O)(=O)C)C2)N2[C@H]([C@@H](C2)O)C)F